3-butan-2-yl-4-methyl-1H-1,2,4-triazol-5(4H)-one CC(CC)C1=NNC(N1C)=O